BrC1=C(N)C(=CC(=C1)Cl)OC(F)(F)F 2-bromo-4-chloro-6-(trifluoromethoxy)aniline